C(C1=CC=CC=C1)(=O)ON=C(C(=O)C=1C=CC=2N(C3=CC=C(C=C3C2C1)C(C(CCCC)OC(C1=CC=CC=C1)=O)=O)CC)CC1CCCCC1 3-cyclohexyl-1-(6-(2-(benzoyloxy)hexanoyl)-9-ethyl-9H-carbazol-3-yl)-propane-1,2-dione-2-(O-benzoyl oxime)